C(C)(C)(C)OC(NC=1C(=NC(=CC1)Cl)C(C(F)(F)F)O)=O (6-chloro-2-(2,2,2-trifluoro-1-hydroxyethyl)pyridin-3-yl)carbamic acid tert-butyl ester